C(CCC)OC1=CC=C(C=C1)C1=NOC(=N1)CC(C(=O)O)=C 2-((3-(4-butoxyphenyl)-1,2,4-oxadiazol-5-yl)methyl)acrylic acid